2-(3,4-dimethyl-2,6-dioxopyrimidin-1-yl)-3-methoxypropionic acid CN1C(N(C(C=C1C)=O)C(C(=O)O)COC)=O